tert-Butyl N-[(3R,4R)-1-[7-(4-chloro-2-methyl-2H-indazol-5-yl)-5-{[2-(trimethylsilyl) ethoxy]methyl}-5H-pyrrolo[2,3-b]pyrazin-3-yl]-3-fluoropiperidin-4-yl]carbamate ClC=1C2=CN(N=C2C=CC1C1=CN(C2=NC(=CN=C21)N2C[C@H]([C@@H](CC2)NC(OC(C)(C)C)=O)F)COCC[Si](C)(C)C)C